CNC1=C(C(N(C2=NC(=CC=C12)C(F)(F)F)C1=CC=CC=C1)=O)NC(CC)=O N-(4-(methylamino)-2-oxo-1-phenyl-7-(trifluoromethyl)-1,2-dihydro-1,8-naphthyridin-3-yl)propanamide